C(=O)OCCC(=C)C 3-methyl-but-3-en-1-yl formate